Zirconium tri(n-butoxy)ethoxide C(CCC)OC(C[O-])(OCCCC)OCCCC.[Zr+4].C(CCC)OC(C[O-])(OCCCC)OCCCC.C(CCC)OC(C[O-])(OCCCC)OCCCC.C(CCC)OC(C[O-])(OCCCC)OCCCC